[Pt].C(=O)(O)C=1C2=C(C3=C(C(=C(N3C(=O)O)C=C3C=CC(C=C4C=CC(=CC(C1)=N2)N4)=N3)C3=CC=CC=C3)C(=O)O)C(=O)O tetracarboxyl-phenyl-porphyrin platinum